2-(4-Methoxyphenyl)-1-(2-phenylethynyl)-1H-benzimidazole COC1=CC=C(C=C1)C1=NC2=C(N1C#CC1=CC=CC=C1)C=CC=C2